(2-oxo-1-phenyl-3,4-dihydroquinolin-6-yl) acetate C(C)(=O)OC=1C=C2CCC(N(C2=CC1)C1=CC=CC=C1)=O